C(#N)[C@@H]1CN(C[C@H]1C1=CC=CC=C1)C(=O)[C@@H]1CC[C@H]2N1C([C@H](CC[C@@H](C2)CCC)NC(=O)C2=CC1=C(S2)C=CC(=C1)C(F)P(O)(O)=O)=O ((2-(((3S,6S,9S,10aR)-3-((3S,4R)-3-cyano-4-phenylpyrrolidine-1-carbonyl)-5-oxo-9-propyldeca-hydropyrrolo[1,2-a]azocin-6-yl)carbamoyl)benzo[b]thiophen-5-yl)fluoromethyl)phosphonic acid